C(C)(C)(C)OC(=O)N1C2CN(CC1CC2)C2=NC(=NC1=C(C(=C(C=C21)Cl)C2=NC(=CC(=C2C(F)(F)F)C)N(CC2=CC=C(C=C2)OC)CC2=CC=C(C=C2)OC)F)F 3-(7-(6-(bis(4-methoxybenzyl)amino)-4-methyl-3-(trifluoromethyl)pyridin-2-yl)-6-chloro-2,8-difluoroquinazolin-4-yl)-3,8-diazabicyclo[3.2.1]octane-8-carboxylic acid tert-butyl ester